CC1C(CCC1)N1C(C2(C3=C1N=C(N=C3)NC3CCN(CC3)S(=O)(=O)N3CC1(C3)CCN(CC1)C(=O)OC(C)(C)C)CC2)=O Tert-butyl 2-{4-[7'-(2-methylcyclopentyl)-6'-oxospiro[cyclopropane-1,5'-pyrrolo[2,3-d]pyrimidin]-2'-ylamino]piperidin-1-ylsulfonyl}-2,7-diazaspiro[3.5]nonane-7-carboxylate